tert-Butyl (3-((4-((3-chloro-2-fluorophenyl)amino)pyrido[3,2-d]pyrimidin-6-yl)amino)propyl)carbamate ClC=1C(=C(C=CC1)NC=1C2=C(N=CN1)C=CC(=N2)NCCCNC(OC(C)(C)C)=O)F